FC=1C=NN(C1)CC1=CC2=C(C(=NO2)NS(=O)(=O)C2=C(C=CC=C2OC)OC)C(=C1)OC N-{6-[(4-fluoro-1H-pyrazol-1-yl)methyl]-4-methoxy-1,2-benzoxazol-3-yl}-2,6-dimethoxybenzene-1-sulfonamide